2-((1-(Methyl-d3)-3-(((2R,3R)-2-methyloxetan-3-yl)oxy)-1H-pyrazol-4-yl)amino)-7-((3R,4R)-4-methyltetrahydrofuran-3-yl)-7H-pyrrolo[2,3-d]pyrimidine-6-carbonitrile C(N1N=C(C(=C1)NC=1N=CC2=C(N1)N(C(=C2)C#N)[C@H]2COC[C@@H]2C)O[C@H]2[C@H](OC2)C)([2H])([2H])[2H]